6-(1,4-Dimethyl-1H-1,2,3-triazol-5-yl)benzo[d]thiazol-2-amine CN1N=NC(=C1C1=CC2=C(N=C(S2)N)C=C1)C